1-((2-Amino-9-((2R,3S,4S,5R)-4-fluoro-3-hydroxy-5-(hydroxymethyl)tetrahydrofuran-2-yl)-8-oxo-8,9-dihydro-7H-purin-7-yl)methyl)cyclopropan-1-carbonitril NC1=NC=C2N(C(N(C2=N1)[C@@H]1O[C@@H]([C@H]([C@H]1O)F)CO)=O)CC1(CC1)C#N